fumarylacetic acid C(C(=O)/C=C/C(=O)O)C(=O)O